ClC1=CC=C(C=C1)C1(CC1)C1=NC2=C(C=CC=C2C(=C1O)C(=O)O)C(F)(F)F 2-[1-(4-chlorophenyl)cyclopropyl]-3-hydroxy-8-(trifluoromethyl)quinoline-4-carboxylic acid